(E)-3-(5-chloro-2-(4H-1,2,4-triazol-4-yl)phenyl)acrylic acid tert-butyl ester C(C)(C)(C)OC(\C=C\C1=C(C=CC(=C1)Cl)N1C=NN=C1)=O